C(C)(C)(C)OC(=O)N1CCC(CC1)NC=1N=CC2=C(N1)N(C(C=C2)=O)C2C[C@H]1C[C@H]1C2 4-((8-((1R,3R,5S)-bicyclo[3.1.0]Hex-3-yl)-7-oxo-7,8-dihydropyrido[2,3-d]Pyrimidin-2-yl)amino)piperidine-1-carboxylic acid tert-butyl ester